FC(OC=1C=C(CC2=C(SC=C2)C(=O)N)C=CC1)(F)F 3-(3-trifluoromethoxybenzyl)thiophene-2-carboxamide